2-[4-(5-amino-4-cyano-1-isopropylpyrazol-3-yl)phenyl]-N-[3-[3-(trifluoromethyl)bicyclo[1.1.1]pentan-1-yl]-1,2-oxazol-5-yl]propanamid NC1=C(C(=NN1C(C)C)C1=CC=C(C=C1)C(C(=O)NC1=CC(=NO1)C12CC(C1)(C2)C(F)(F)F)C)C#N